CN(CC(C1=CC=C(C=C1)C(F)(F)F)NS(=O)(=O)C1=CC=C(C=C1)OC(F)(F)F)C N-(2-(dimethylamino)-1-(4-(trifluoromethyl)phenyl)ethyl)-4-(trifluoromethoxy)benzenesulfonamide